3-(7-((6-((dimethylamino)methyl)-5-(tetrahydrofuran-3-yl)pyridin-2-yl)amino)-1-oxoisoindolin-4-yl)imidazo[1,2-a]pyridine-7-carbonitrile CN(C)CC1=C(C=CC(=N1)NC=1C=CC(=C2CNC(C12)=O)C1=CN=C2N1C=CC(=C2)C#N)C2COCC2